6-[5-((S)-1-Ethanesulfonyl-pyrrolidin-3-yloxy)-pyridin-3-yl]-1-methyl-3,4-dihydro-1H-quinolin-2-one C(C)S(=O)(=O)N1C[C@H](CC1)OC=1C=C(C=NC1)C=1C=C2CCC(N(C2=CC1)C)=O